trimethyl-(3-(4,4,5,5-tetramethyl-1,3,2-dioxaborolan-2-yl)naphthalen-1-yl)silane C[Si](C1=CC(=CC2=CC=CC=C12)B1OC(C(O1)(C)C)(C)C)(C)C